2-[2'-hydroxy-3'-(α,α-dimethyl-benzyl)-5'-(1,1,3,3-tetramethyl-butyl)-phenyl]benzotriazole OC1=C(C=C(C=C1C(C1=CC=CC=C1)(C)C)C(CC(C)(C)C)(C)C)N1N=C2C(=N1)C=CC=C2